N-(2-(3-(3-Fluoropyrrolidin-1-yl)propoxy)-5-(3'-methyl-2'-oxo-2',3'-dihydrospiro[cyclobutane-1,1'-pyrrolo[2,3-c]quinolin]-8'-yl)pyridin-3-yl)methanesulfonamide FC1CN(CC1)CCCOC1=NC=C(C=C1NS(=O)(=O)C)C1=CC=2C3=C(C=NC2C=C1)N(C(C31CCC1)=O)C